methyl-[1,1'-biphenyl]-3-boronic acid CC1=C(C=CC=C1B(O)O)C1=CC=CC=C1